CC1=NC(=CC(=N1)N1CCN(CC1)CC1=CC=C(CC=2C=3C4=C(C(N(C4=CC2)[C@@H]2C(NC(CC2)=O)=O)=O)C=CC3)C=C1)N1C=NC(=C1)C(F)(F)F (S)-3-(6-(4-((4-(2-methyl-6-(4-(trifluoromethyl)-1H-imidazol-1-yl)pyrimidin-4-yl)piperazin-1-yl)methyl)benzyl)-2-oxobenzo[cd]indol-1(2H)-yl)piperidine-2,6-dione